6-chloro-8-iodo-1-methyl-9H-pyrido[3,4-b]indole ClC=1C=C2C3=C(NC2=C(C1)I)C(=NC=C3)C